1-hydroxy-2-(imidazol-1-yl)ethane-1,1-diphosphonic acid OC(CN1C=NC=C1)(P(O)(=O)O)P(O)(=O)O